1-(4-bromo-1-(tetrahydro-2H-pyran-2-yl)-1H-indazol-6-yl)-N,N-dimethylformamide BrC1=C2C=NN(C2=CC(=C1)C(=O)N(C)C)C1OCCCC1